FC(C1=NN=C(S1)NC(=O)C1=NN2C(C(N(CC2)CC2(COC2)C)=O)=C1C)(F)F 3-Methyl-5-(3-Methyloxetan-3-ylmethyl)-4-oxo-4,5,6,7-tetrahydropyrazolo[1,5-a]pyrazine-2-carboxylic acid (5-trifluoromethyl-[1,3,4]thiadiazol-2-yl) amide